N-(6-amino-5-ethylpyridin-3-yl)-2-((2R,5S)-5-methyl-2-(2-((3aR,6aS)-2-methyloctahydrocyclopenta[c]pyrrol-5-yl)benzo[d]thiazol-5-yl)piperidin-1-yl)-2-oxoacetamide NC1=C(C=C(C=N1)NC(C(=O)N1[C@H](CC[C@@H](C1)C)C=1C=CC2=C(N=C(S2)C2C[C@@H]3[C@@H](CN(C3)C)C2)C1)=O)CC